C(C)(C)N(CCC1=CN(C2=CC=CC(=C12)O)C(=O)OC(C)(C)C)C(C)C tert-butyl 3-[2-(diisopropylamino)ethyl]-4-hydroxyindole-1-carboxylate